4-(Cyclohexyl-(phenyl)methyl)piperazine-1-carboxylic acid tert-butyl ester C(C)(C)(C)OC(=O)N1CCN(CC1)C(C1=CC=CC=C1)C1CCCCC1